C1(CCC1)CNC(=O)C=1OC2=C(C=C(C=C2C(C1)=O)F)O N-(cyclobutylmethyl)-6-fluoro-8-hydroxy-4-oxo-4H-chromene-2-carboxamide